Allylglycidylether C(C=C)OCC1CO1